FC=1C=C2C(=NC1)C[C@@H](C1=C(O2)C=CC=C1)CNC |o1:8| (S*)-1-(3-fluoro-10,11-dihydrobenzo[6,7]oxepino[3,2-b]pyridin-10-yl)-N-methylmethanamine